(perfluoropropane-2,2-diyl)bis(4,1-phenylene) diacrylate C(C=C)(=O)OC1=CC=C(C=C1)C(C(F)(F)F)(C(F)(F)F)C1=CC=C(C=C1)OC(C=C)=O